CS(=O)(=O)OCCCOC=1C=C2C(=NC=NN2C1)C1=CC(=C(C=C1)CNC(=O)OC(C)(C)C)C 3-[4-[4-[(tert-butoxycarbonylamino)methyl]-3-methyl-phenyl]pyrrolo[2,1-f][1,2,4]triazin-6-yl]oxypropyl methanesulfonate